C1CCC2=C(C=3CCCC3C=C12)C1(N(CCC1S(=O)(N)=N)C)C(N)=O 1,2,3,5,6,7-hexahydro-s-indacen-4-yl(carbamoyl)-1-methylpyrrolidine-3-sulfonimidamide